3,3',3''-((nitrilotris(methylene))tris(benzo[b]thiophene-4,2-diyl))tris(2-(pyrrolidin-3-yl)propanoic acid) N(CC1=CC=CC=2SC(=CC21)CC(C(=O)O)C2CNCC2)(CC2=CC=CC=1SC(=CC12)CC(C(=O)O)C1CNCC1)CC1=CC=CC=2SC(=CC21)CC(C(=O)O)C2CNCC2